FC(C1=CC=NC=2N1N=CC2)(F)F 7-(trifluoromethyl)pyrazolo[1,5-a]pyrimidine